4-(5-[(E)-2-(3-fluorophenyl)vinyl]thiophen-2-ylmethyl)-2,4-dihydro-3H-1,2,4-triazol-3-one hydrochloride Cl.FC=1C=C(C=CC1)/C=C/C1=CC=C(S1)CN1C(NN=C1)=O